NC1=NC=CC2=C(C=CC=C12)C=1C=C2C(=NN(C2=CC1)CCCC)COC1=C(C=CC=C1)CC(=O)O 2-(2-((5-(1-aminoisoquinolin-5-yl)-1-butyl-1H-indazol-3-yl)methoxy)phenyl)acetic acid